N1C=NC2=C3C=CC=NC3=C3N=CC=CC3=C21 imidazo[4,5-f]Phenanthroline